4-phenyl-4,5-dihydro-1H-pyrazole-1-carboximidamide C1(=CC=CC=C1)C1C=NN(C1)C(N)=N